FC1=CC(=C(C=C1)N1C(C2=CC=CC(=C2C1)C(F)(F)F)=O)C1=NN=CN1C (4-Fluoro-2-(4-methyl-4H-1,2,4-triazol-3-yl)phenyl)-4-(trifluoromethyl)isoindolin-1-one